8-amino-2-(4-(trifluoromethyl)phenyl)-3,4-dihydro-2H-benzo[b][1,4,5]oxathiazepine-1,1-dioxide NC1=CC2=C(OCCN(S2(=O)=O)C2=CC=C(C=C2)C(F)(F)F)C=C1